ClC1=CC=C(CC2C(C(CC2)C(=O)OC)=O)C=C1 methyl 3-(4-chlorobenzyl)-2-oxo-cyclopentanecarboxylate